NC1=C(C(=NC=N1)NCC1CCN(CC1)C(\C=C\CN1CCCC1)=O)C1=CC=C(C=C1)OC1=CC=CC=C1 (E)-1-(4-(((6-amino-5-(4-phenoxyphenyl)pyrimidin-4-yl)amino)methyl)piperidin-1-yl)-4-(pyrrolidin-1-yl)but-2-en-1-one